2-(3,4-dihydro-4-oxo-1,2,3-benzotriazin-3-yl)-1,1,3,3-tetramethyl-uronium tetrafluoroborate F[B-](F)(F)F.O=C1N(N=NC2=C1C=CC=C2)OC(=[N+](C)C)N(C)C